4-(hexadecyldisulfanyl)butyl hydrogen (((1-(4-amino-2-oxopyrimidin-1(2H)-yl)-3-hydroxypropan-2-yl)oxy)methyl)phosphonate NC1=NC(N(C=C1)CC(CO)OCP(OCCCCSSCCCCCCCCCCCCCCCC)(O)=O)=O